O[C@@H]1[C@H](OC([C@@H]1O)O)CCP(OCC)(OCC)=O Diethyl (2-((2R,3S,4R)-3,4,5-trihydroxytetrahydrofuran-2-yl)ethyl)phosphonate